N-(3-(difluoromethyl)-1-(1-((2-(2,6-dioxopiperidin-3-yl)-1-oxoisoindolin-5-yl)methyl)piperidin-4-yl)-1H-pyrazol-4-yl)-5-morpholinopyrazolo[1,5-a]pyrimidine-3-carboxamide FC(C1=NN(C=C1NC(=O)C=1C=NN2C1N=C(C=C2)N2CCOCC2)C2CCN(CC2)CC=2C=C1CN(C(C1=CC2)=O)C2C(NC(CC2)=O)=O)F